C1(=CC=CC=C1)S(=O)(=O)CC=1C=2N(N=C(C1)C=1C(=NC(=NC1)OC)OC)C=CN2 8-(benzenesulfonylmethyl)-6-(2,4-dimethoxypyrimidin-5-yl)imidazo[1,2-b]pyridazine